ClC=1C=C(C=CC1)NC1=C2N=CN(C2=NC(=N1)NCCOC)C(C)C N6-(3-CHLOROPHENYL)-9-ISOPROPYL-N2-(2-METHOXYETHYL)-9H-PURINE-2,6-DIAMINE